C(C)(C)(C)OC(=O)N1C2C(OCC1C1=CC=C(C=C1)Br)CCC2 3-(4-bromophenyl)hexahydrocyclopenta[B][1,4]oxazine-4(4aH)-carboxylic acid tert-butyl ester